((3-hydroxypropyl)azanediyl)bis(nonane-9,1-diyl) (2E,2'E)-bis(3-butyloct-2-enoate) C(CCC)\C(=C/C(=O)OCCCCCCCCCN(CCCCCCCCCOC(C=C(CCCCC)CCCC)=O)CCCO)\CCCCC